[N+](=O)([O-])[O-].C(CCCCCCCCCCCCCCCCC)(=O)NCCC[N+](CCO)(C)C stearamidopropyl-dimethyl-β-hydroxyethylammonium nitrate